[K+].C(C1=CC(=O)NC(=O)N1)(=O)[O-] orotic acid, potassium salt